N-(2-Chloro-3-{(4S)-2-imino-4-methyl-1-[(2R*,4R*)-2-methyl-tetrahydropyran-4-yl]-6-oxo-hexahydropyrimidin-4-yl}phenyl)-pyridine-3-carboxamide hydrochloride Cl.ClC1=C(C=CC=C1[C@]1(NC(N(C(C1)=O)[C@H]1C[C@H](OCC1)C)=N)C)NC(=O)C=1C=NC=CC1 |o1:15,17|